N1C(=NC=C1)CCNC(=O)C1=CC=2C(=NC=CC2C=2C=C(C(=NC2)N(CC2=CC=C(C=C2)OC)CC2=CC=C(C=C2)OC)C2=NC=C(C=C2)C(N(C)C)=O)N1 N-(2-(1H-imidazol-2-yl)ethyl)-4-(2'-(bis(4-methoxybenzyl)amino)-5-(dimethylcarbamoyl)-[2,3'-bipyridyl]-5'-yl)-1H-pyrrolo[2,3-b]pyridine-2-carboxamide